N-(BUTAN-2-YL)-2-(4-CHLORO-2-FORMYLPHENOXY)ACETAMIDE CC(CC)NC(COC1=C(C=C(C=C1)Cl)C=O)=O